C12(CC3CC(CC(C1)C3)C2)NC(COC2=NC(NC(=C2)OC2CC(C2)(F)F)=O)=O N-(adamantan-1-yl)-2-((6-(3,3-difluorocyclobutoxy)-2-oxo-1,2-dihydropyrimidin-4-yl)oxy)acetamide